2-[1-[4-(2-cyclopentylsulfanyl-3-pyridyl)-2,6-difluoro-phenyl]azetidin-3-yl]acetic acid C1(CCCC1)SC1=NC=CC=C1C1=CC(=C(C(=C1)F)N1CC(C1)CC(=O)O)F